C1=C(C=CC2=CC=CC=C12)\C(\C)=N\NC(C1=CC=C(C=C1)N1N=NN=C1)=O (E)-N'-(1-(naphthalen-2-yl)ethylidene)-4-(1H-tetrazol-1-yl)benzohydrazide